C(C(C)C)N1C2=CC=CC=C2C=2C=C(C=CC12)C(=O)N 9-isobutyl-9H-carbazole-3-carboxamide